CN1N=C2CC[C@@H](CC2=C1C(=O)N[C@@H]1C(N(C2=C(OC1)C=CC=C2)C)=O)C(F)(F)F (S)-2-methyl-N-((S)-5-methyl-4-oxo-2,3,4,5-tetrahydrobenzo[b][1,4]oxazepin-3-yl)-5-(trifluoromethyl)-4,5,6,7-tetrahydro-2H-indazole-3-carboxamide